COC1=C(C=C(C=C1)B(O)O)C (4-methoxy-3-methyl-phenyl)boronic acid